(3-(5-methyl-1,2,4-oxadiazol-3-yl)-6,7-dihydro-5H-cyclopenta[b]pyridin-7-yl)benzamide CC1=NC(=NO1)C=1C=C2C(=NC1)C(CC2)C2=C(C(=O)N)C=CC=C2